C(C)(=O)C=1C2=C(C(=NC1)N)C(=NN2[C@@H]2CN(CC2)C(C=C)=O)C#CC2=CC(=CC(=C2)OC)Cl (S)-1-(3-(7-acetyl-4-amino-3-((3-chloro-5-methoxyphenyl)ethynyl)-1H-pyrazolo[4,3-c]pyridin-1-yl)pyrrolidin-1-yl)prop-2-en-1-one